Methyl 7-amino-4-(cyclopropylmethyl)-3-oxo-3,4-dihydro-2H-benzo[b][1,4]oxazine-6-carboxylate NC=1C(=CC2=C(OCC(N2CC2CC2)=O)C1)C(=O)OC